6-hydroxy-3-(6-hydroxy-1H-indol-3-yl)-9H-β-carboline-4-carboxylic acid OC=1C=C2C=3C(=C(N=CC3NC2=CC1)C1=CNC2=CC(=CC=C12)O)C(=O)O